2-(2-cyclopropylethyl)-6-(2-(2,2,2-trifluoroethoxy)pyrimidin-5-yl)pyridazin-3(2H)-one C1(CC1)CCN1N=C(C=CC1=O)C=1C=NC(=NC1)OCC(F)(F)F